C(C)(=O)OC(\C=C\C1=CC=C(C=C1)C(C)(C)C)OC(C)=O (E)-3-(4-(tert-butyl)phenyl)prop-2-ene-1,1-diyl diacetate